2-(3-((6-((3-(tert-butyl)benzyl)carbamoyl)-1-(cyclobutylmethyl)-2-methyl-1H-indol-3-yl)methyl)phenoxy)-2-methylpropanoic acid C(C)(C)(C)C=1C=C(CNC(=O)C2=CC=C3C(=C(N(C3=C2)CC2CCC2)C)CC=2C=C(OC(C(=O)O)(C)C)C=CC2)C=CC1